C[C@@H]1NC=C(NC1=O)C(=O)OC methyl (2S)-2-methyl-3-oxo-2,4-dihydro-1H-pyrazine-5-carboxylate